C(#N)NC(C1=CN=CC(=C1)C=1C=C2C(=NC=NC2=CC1)N[C@H](C)C1=CC=CC=C1)=O (R)-N-cyano-5-(4-((1-phenylethyl)amino)quinazolin-6-yl)nicotinamide